2-(3-(azetidin-3-yl)piperidin-1-yl)ethan-1-ol hydrochloride Cl.N1CC(C1)C1CN(CCC1)CCO